(1-(2-(1,1-difluoroethyl)-6-methylpyrimidin-4-yl)-3-((3R,4S)-3-(dimethylamino)-4-methylpyrrolidin-1-yl)-1H-pyrazolo[4,3-c]pyridin-6-yl)acetamide FC(C)(F)C1=NC(=CC(=N1)N1N=C(C=2C=NC(=CC21)CC(=O)N)N2C[C@@H]([C@H](C2)C)N(C)C)C